rac-(3S,4R)-4-(3-((7-(2-(2,6-dioxopiperidin-3-yl)-1-oxoisoindolin-4-yl)hept-6-yn-1-yl)oxy)phenyl)pyrrolidine-3-carbonitrile O=C1NC(CCC1N1C(C2=CC=CC(=C2C1)C#CCCCCCOC=1C=C(C=CC1)[C@H]1[C@@H](CNC1)C#N)=O)=O |r|